ClC=1C(=C2C=NN(C2=C(C1)F)C1OCCCC1)B(O)O (5-chloro-7-fluoro-1-(tetrahydro-2H-pyran-2-yl)-1H-indazol-4-yl)boronic acid